COC1=CC=C(C=C1)CNC(NC1=CC=C(C=C1)CN1C(CNCC1)=O)=O 3-[(4-methoxyphenyl)methyl]-1-[4-[(2-oxopiperazin-1-yl)methyl]phenyl]urea